N-((2S,3S,4R)-3,4-dihydroxy-1-(((2S,3R,4S,5R,6R)-3,4,5-trihydroxy-6-(hydroxymethyl)tetrahydro-2H-pyran-2-yl)oxy)octadecan-2-yl)-24-(trimethylsilyl)tetracosanamide O[C@@H]([C@H](CO[C@H]1O[C@@H]([C@@H]([C@@H]([C@H]1O)O)O)CO)NC(CCCCCCCCCCCCCCCCCCCCCCC[Si](C)(C)C)=O)[C@@H](CCCCCCCCCCCCCC)O